(R)-1-amino-2,3-dihydro-inden-5-carbonitrile hydrochloride Cl.N[C@@H]1CCC2=CC(=CC=C12)C#N